ClC=1C(=C(C=CC1)NC1=C(NC2=C1C(NCC2CCF)=O)C2=C(C=NC=C2)F)OC 3-[(3-chloro-2-methoxyphenyl)amino]-7-(2-fluoroethyl)-2-(3-fluoropyridin-4-yl)-1H,5H,6H,7H-pyrrolo[3,2-c]pyridin-4-one